tritoluyl phosphate P(=O)(OC1=C(C=CC=C1)C)(OC1=C(C=CC=C1)C)OC1=C(C=CC=C1)C